CON(C([C@H](CC=1N=CN(C1)C(C1=CC=CC=C1)(C1=CC=CC=C1)C1=CC=CC=C1)NC([C@H](CC(C)C)NC([C@@H](C)C1=CC2=CC=C(C=C2C=C1)OC)=O)=O)=O)C (S)-N-((S)-1-(methoxy(methyl)amino)-1-oxo-3-(1-trityl-1H-imidazol-4-yl)propan-2-yl)-2-((S)-2-(6-methoxynaphthalen-2-yl)propanamido)-4-methylpentanamide